C1(CCCC1)N(CC)CC=1C=CC(=C(C1)B(O)O)F (5-([CYCLOPENTYL(ETHYL)AMINO]METHYL)-2-FLUOROPHENYL)BORANEDIOL